C(C)(=O)N1CC[C@@H]2N(C([C@H](C1)NC(=O)C1=CC3=C(S1)C=CC(=C3)C(F)(F)P(O)(O)=O)=O)[C@@H](CC2)C(=O)N2CCCCC2 ((2-(((5S,8S,10aR)-3-acetyl-6-oxo-8-(piperidine-1-carbonyl)decahydropyrrolo[1,2-a][1,5]diazocin-5-yl)carbamoyl)benzo[b]thiophen-5-yl)difluoromethyl)phosphonic acid